3,5-di-isopropoxybenzoic acid C(C)(C)OC=1C=C(C(=O)O)C=C(C1)OC(C)C